C(C)(=O)C=1C=C2CN(CC2=CC1)S(=O)(=O)C1=C(C=C(C=C1)C=1C=NNC1)OC 5-acetyl-2-((2-methoxy-4-(1H-pyrazol-4-yl)phenyl)sulfonyl)isoindoline